CC1=C(C=NC=C1)COC=1OC2=C(C1C(=O)N)C=CC=C2 (4-methylpyridin-3-ylmethoxy)benzofuran-3-carboxamide